oxovanadium(IV) O=[V+2]